BrC1=C(N=C(C=2N1N=CC2)N2CCC1(CC2)C(C2=C(C(=NC=C2)CO[Si](C(C)C)(C(C)C)C(C)C)C1)=O)C 1'-(7-bromo-6-methyl-pyrazolo[1,5-a]pyrazin-4-yl)-1-(triisopropylsiloxymethyl)spiro[7H-cyclopenta[c]pyridin-6,4'-piperidin]-5-one